CC1NCCC1C1=NOCC(O1)CN1CCCCC1 rac-3-(2-methylpyrrolidin-3-yl)-5-(piperidin-1-ylmethyl)-5,6-dihydro-1,4,2-dioxazine